6-bromo-3-methyl-2,3-dihydrobenzo[d][1,3]oxazol-2-one BrC1=CC2=C(N(C(O2)=O)C)C=C1